IC1=CC=C2C(=N1)OCCO2 6-iodo-2,3-dihydro-[1,4]dioxino[2,3-b]pyridine